N[C@@H](C)C(=O)OCC1=CC=CC=C1 benzyl L-alaninate